(5-(1-benzyl-5-methyl-1H-pyrazol-3-yl)-1-oxoisoindolin-2-yl)piperidine-2,6-dione C(C1=CC=CC=C1)N1N=C(C=C1C)C=1C=C2CN(C(C2=CC1)=O)N1C(CCCC1=O)=O